NC1=C(C=2C(N=C1C(=O)N)=CN(N2)C)C2=C(C(=CC=C2C)O)C 6-amino-7-(3-hydroxy-2,6-dimethylphenyl)-2-methyl-2H-pyrazolo[4,3-b]pyridine-5-carboxamide